9-[(2R)-3,3,3-trifluoro-2-hydroxypropoxy]-1H,2H,3H,4H,6H,7H,11bH-pyrido[2,1-a]isoquinolin-2-ol FC([C@@H](COC=1C=C2CCN3C(C2=CC1)CC(CC3)O)O)(F)F